C[Si](C)(C)C=1N=NNC1 trimethylsilyl-1,2,3-triazole